7-fluoro-8-methyl-6-nitro-3,4-dihydro-1H-quinolin-2-one FC1=C(C=C2CCC(NC2=C1C)=O)[N+](=O)[O-]